The molecule is a diarylheptanoid that is (4E)-hept-4-en-3-one substituted by a 4-hydroxy-3-methoxyphenyl group at position 1 and a 4-hydroxy-3,5-dimethoxyphenyl group at position 7. It has been isolated from the rhizomes of Zingiber officinale. It has a role as a plant metabolite. It is a diarylheptanoid, an enone and a member of guaiacols. COC1=CC(=CC(=C1O)OC)CC/C=C/C(=O)CCC2=CC(=C(C=C2)O)OC